[Si](C)(C)(C(C)(C)C)OCCCOC1=NN(C=C1[N+](=O)[O-])C=1C(=NC(=CC1)C)C 3-(3-(3-((tert-butyldimethylsilyl)oxy)propoxy)-4-nitro-1H-pyrazol-1-yl)-2,6-dimethylpyridine